3,4-dihydro-2H-benzo[b][1,4]thiazinyl-2H-benzo[b][1,4]oxazin-3(4H)-one S1C2=C(NCC1C1C(NC3=C(O1)C=CC=C3)=O)C=CC=C2